C(C)(C)(C)OC(=O)N1[C@H]2CN(C[C@@H]1CC2)C=2C=CC(=C(C(=O)N[C@H](C)C=1C=C(C=C(C1)OC)C=1C=C(N(C1)CC)C(=O)O)C2)C 4-[3-[(1R)-1-[[5-[(1R,5s)-8-tert-butoxycarbonyl-3,8-diazabicyclo[3.2.1]oct-3-yl]-2-methyl-benzoyl]amino]ethyl]-5-methoxy-phenyl]-1-ethyl-pyrrole-2-carboxylic acid